[Fe].N1C(C=CC=C1)=N pyridinimine iron